C(CCCCCCC\C=C/C\C=C/CCCCC)(=O)OCC(COC(=O)OCCCN(CC)CC)COC(CCCCCCCC1C(C1)CCCCCC)=O 3-(((3-(diethylamino)propoxy)carbonyl)oxy)-2-(((8-(2-hexylcyclopropyl)-octanoyl)oxy)methyl)propyl (9Z,12Z)-octadeca-9,12-dienoate